BrC=1C=CC2=C(N(C=N2)C2=CC=C(C=C2)NS(=O)(=O)C)C1 N-(4-(6-bromo-1H-benzo[d]imidazol-1-yl)phenyl)methanesulfonamide